tert-butyl 3-[7-[8-chloro-7-fluoro-3-(methoxymethoxy)-1-naphthyl]-8-fluoro-2-[(1-formylcyclopropyl)methoxy]pyrido[4,3-d]pyrimidin-4-yl]-3,8-diazabicyclo[3.2.1]octane-8-carboxylate ClC=1C(=CC=C2C=C(C=C(C12)C1=C(C=2N=C(N=C(C2C=N1)N1CC2CCC(C1)N2C(=O)OC(C)(C)C)OCC2(CC2)C=O)F)OCOC)F